sodium magnesium triphosphate [O-]P([O-])(=O)OP(=O)([O-])OP(=O)(O)O.[Mg+2].[Na+]